C(C)(C)(C)OC(=O)N1CC(C1)N1CCC(CC1)N1C[C@H]([C@H](CC1)N1N=C(C=2C1=NC=NC2N)C2=CC=C(C=C2)OC2=CC=CC=C2)F 3-((3R,4S)-4-(4-amino-3-(4-phenoxyphenyl)-1H-pyrazolo[3,4-d]pyrimidin-1-yl)-3-fluoro-[1,4'-bipiperidine]-1'-yl)azetidine-1-carboxylic acid tert-butyl ester